Vinylsulfonat C(=C)S(=O)(=O)[O-]